N-(1,3-Dimethylbutyl)-N'-p-hydroxyphenyl-p-phenylendiamin CC(CC(C)C)NC1=CC=C(C=C1)NC1=CC=C(C=C1)O